NC=1C=C(C=C(C1)C(F)(F)F)[C@@H](C)NC1=NC=2N(C3=CC=C(C=C13)C=1C=NC=CC1)C=CN2 (R)-N-(1-(3-amino-5-(trifluoromethyl)phenyl)ethyl)-7-(pyridin-3-yl)imidazo[1,2-a]quinazolin-5-amine